2-((3,5-dicyano-4-cyclopropyl-6-((S)-3-hydroxypyrrolidin-1-yl)pyridin-2-yl)thio)-2-(pyridin-4-yl)acetamide C(#N)C=1C(=NC(=C(C1C1CC1)C#N)N1C[C@H](CC1)O)SC(C(=O)N)C1=CC=NC=C1